3-((4-((2-amino-4-phenylthiazol-5-yl)oxy)pyridin-2-yl)amino)-N-cyclopropylbenzenesulfonamide NC=1SC(=C(N1)C1=CC=CC=C1)OC1=CC(=NC=C1)NC=1C=C(C=CC1)S(=O)(=O)NC1CC1